CC=1C(N(C=CC1)C=1C=NC(=CC1)N[C@@H]1C[C@H](CC1)NC=1SC2=NC=CC=C2N1)=O 3-Methyl-6'-(((1S,3S)-3-(thiazolo[5,4-b]pyridin-2-ylamino)cyclopentyl)amino)-2H-[1,3'-bipyridin]-2-one